5-chloro-N-(4-((3-(6-(cyclopropylmethoxy)pyridin-3-yl)-2-oxo-2,3-dihydro-1H-benzo[d]imidazol-1-yl)methyl)cyclohexyl)-2-methylnicotinamide ClC=1C=NC(=C(C(=O)NC2CCC(CC2)CN2C(N(C3=C2C=CC=C3)C=3C=NC(=CC3)OCC3CC3)=O)C1)C